8-((3-(cyclopentanesulfonamido)propyl)(8-oxo-8-(undec-3-yloxy)octyl)amino)caprylic heptadecan-9-yl ester CCCCCCCCC(CCCCCCCC)OC(CCCCCCCN(CCCCCCCC(OC(CC)CCCCCCCC)=O)CCCNS(=O)(=O)C1CCCC1)=O